C1(CCCCC1)NCC(=O)O 2-(Cyclohexylamino)acetic acid